(s)-2-amino-4-[(2s,3r)-2,3,5-trihydroxy-4-oxo-pentyl]mercapto-butyric acid N[C@H](C(=O)O)CCSC[C@H]([C@H](C(CO)=O)O)O